ClC1=C(N)C(=CC(=C1)C#C[Si](C)(C)C)Cl 2,6-dichloro-4-((trimethylsilyl)ethynyl)aniline